N-(4-((2-(1,1-difluoroethyl)-6-isopropylpyrimidin-4-yl)amino)-5-((1r,3r)-3-fluorocyclobutoxy)pyridin-2-yl)acetamide FC(C)(F)C1=NC(=CC(=N1)NC1=CC(=NC=C1OC1CC(C1)F)NC(C)=O)C(C)C